C1(=CC=CC=C1)N(C1=CC=C(C=C1)B1OC(C)(C)C(C)(C)O1)C1=CC=CC=C1 4-(diphenylamino)phenylboronic acid pinacol ester